2,2-bis(3-amino-4-toluoyl)hexafluoropropane NC=1C=C(C=CC1C(=O)C(C(F)(F)F)(C(F)(F)F)C(=O)C1=C(C=C(C=C1)C)N)C